O=C(CCOC[C@H](C)NC=1C(=CN=NC1)C(F)(F)F)N1C[C@H]2N(C=3N=CC(=CC3CC2)C(F)(F)F)CC1 5-(((S)-1-(3-oxo-3-((S)-3-(trifluoromethyl)-5,6,6a,7,9,10-hexahydro-8H-pyrazino[1,2-a][1,8]naphthyridin-8-yl)propoxy)prop-2-yl)amino)-4-(trifluoromethyl)pyridazine